(Z)-4,6-dimethoxy-7-(1-methylpiperidin-4-yl)-2-(2,4,6-trimethoxybenzylidene)benzofuran-3(2H)-one COC1=CC(=C(C2=C1C(/C(/O2)=C/C2=C(C=C(C=C2OC)OC)OC)=O)C2CCN(CC2)C)OC